6-((2-fluoro-4-(trifluoromethyl)phenyl)carbamoyl)cyclohexane-1-carboxylic acid, hydrochloride Cl.FC1=C(C=CC(=C1)C(F)(F)F)NC(=O)C1CCCCC1C(=O)O